C1(CC1)C1=CC=C(C=C1)C1CCN(CC1)C(CN1N=C(C2=C1CCC2)C(=O)N2C[C@H](O[C@H](C2)C)C)=O 1-[4-(4-Cyclopropylphenyl)piperidin-1-yl]-2-{3-[(2R,6S)-2,6-dimethylmorpholin-4-carbonyl]-5,6-dihydrocyclopenta[c]pyrazol-1(4H)-yl}ethan-1-on